(R)-1-methyl-N-(5-(5-methylisoxazol-3-yl)-2,3-dihydro-1H-inden-1-yl)-1H-pyrazole-5-carboxamide CN1N=CC=C1C(=O)N[C@@H]1CCC2=CC(=CC=C12)C1=NOC(=C1)C